1H-indole dihydrochloride Cl.Cl.N1C=CC2=CC=CC=C12